C(C)OC(=O)C1(CC(=NO1)C1=C(C=C(C(=C1)C1=NC(=CC(=C1)C(F)(F)F)Cl)F)Cl)C 3-[2-chloro-5-[6-chloro-4-(trifluoromethyl)-2-pyridinyl]-4-fluoro-phenyl]-5-methyl-4H-isoxazole-5-carboxylic acid ethyl ester